2-[(5-iodoimidazol-1-yl)methoxy]ethyl-trimethyl-silane sulfanylmethanethioate SC(O)=S.IC1=CN=CN1COCC[Si](C)(C)C